1,1'-methylenebis(3,4-diiodo-1H-pyrrole-2,5-dione) C(N1C(C(=C(C1=O)I)I)=O)N1C(C(=C(C1=O)I)I)=O